O[C@H]1C[C@H](N(C1)C([C@H](C(C)(C)C)NC(OC(C)(C)C)=O)=O)C(N[C@@H](C)C1=CC=C(C=C1)C1=C(N=CS1)C)=O tert-butyl ((S)-1-((2S,4S)-4-hydroxy-2-(((S)-1-(4-(4-methylthiazol-5-yl)phenyl)ethyl)carbamoyl)pyrrolidin-1-yl)-3,3-dimethyl-1-oxobutan-2-yl)carbamate